CC1(OCCC1O)C dimethyltetrahydrofuran-3-ol